Cl.FC=1C=C2C=C(NC2=CC1OCC=1N=C(OC1)C)CN (5-fluoro-6-((2-methyloxazol-4-yl)methoxy)-1H-indol-2-yl)methanamine hydrochloride